OC1=C(C=CC=C1)CN1CCN(CC1)C1=CC(N(C2=CC=C(N=C12)C)C)=O 4-{4-[(2-hydroxyphenyl)methyl]piperazin-1-yl}-1,6-dimethyl-2-oxo-1,2-dihydro-1,5-naphthyridine